C(C)(C)(C)OC(=O)N1[C@@H](C[C@H](C1)F)[C@H](C)OC1=CC(=NC(=N1)C(NO)=N)O[C@@H]1C[C@H](N(CC1)C(=O)OCC1=CC=CC=C1)CC#N Benzyl (2R,4S)-4-({6-[(1S)-1-[(2S,4R)-1-[(tert-butoxy)carbonyl]-4-fluoropyrrolidin-2-yl]ethoxy]-2-(N-hydroxycarbamimidoyl)pyrimidin-4-yl}oxy)-2-(cyanomethyl)piperidine-1-carboxylate